ClC=1C(=C(C(=CC1)C(F)F)C1=CN=CC(=N1)C(=O)NC=1C=NN(C1)[C@H](C)C1=C(C=C(C=C1)N1C([C@@H]2C[C@@H]2C1)=O)C)F |o1:24| 6-(3-Chloro-6-(difluoromethyl)-2-fluorophenyl)-N-(1-((R or S)-1-(2-methyl-4-((1R,5S)-2-oxo-3-azabicyclo[3.1.0]hexan-3-yl)phenyl)ethyl)-1H-pyrazol-4-yl)pyrazine-2-carboxamide